The molecule is a germacrane sesquiterpenoid that is germacra-1(10),4-diene carrying an additional hydroxy substituent at position 11. It is a germacrane sesquiterpenoid and a tertiary alcohol. C/C/1=C\\CC/C(=C\\C[C@@H](CC1)C(C)(C)O)/C